C(C1=CC=CC=C1)OC1=NC=C(C=C1C1=C2C=CNC2=CC=C1)[N+](=O)[O-] 4-(2-(Benzyloxy)-5-nitropyridin-3-yl)-1H-indole